NC1=NN=C(S1)C1CCC(CC1)C(=O)OC methyl (1r,4r)-4-(5-amino-1,3,4-thiadiazol-2-yl)cyclohexane-1-carboxylate